1-[7-[4-[3-chloro-4-(2,2-difluoroethoxy)-2-fluoro-anilino]pyrimido[5,4-d]pyrimidin-6-yl]-4,7-diazaspiro[2.5]octan-4-yl]prop-2-en-1-one ClC=1C(=C(NC=2C3=C(N=CN2)C=NC(=N3)N3CCN(C2(CC2)C3)C(C=C)=O)C=CC1OCC(F)F)F